NCC(=O)NCCNC(C1=C(C=C(C=C1)NC=1C=2N(C=CN1)C(=CN2)C=2C(=NNC2)C(F)(F)F)CC)=O N-(2-(2-aminoacetamido)ethyl)-2-ethyl-4-((3-(3-(trifluoromethyl)-1H-pyrazol-4-yl)imidazo[1,2-a]pyrazin-8-yl)amino)benzamide